FC1(CCN(CCC1)C1=NC2=CC(=CC=C2C=C1C(=O)NC1=CC(=CC=C1)S(=O)(=N)C)C(F)(F)F)F 2-(4,4-difluoroazepan-1-yl)-N-(3-(S-methylsulfonimidoyl)phenyl)-7-(trifluoromethyl)quinoline-3-carboxamide